NCCC1N(CC=C1)C(=O)OC(C)(C)C tert-butyl 2-(2-aminoethyl)-2,5-dihydro-1H-pyrrole-1-carboxylate